C1(CCC1)C1=C(C=CC=C1)C1=NC(=NC(=C1CC)OC1=CC=C(C=C1)N1CCNCC1)NS(=O)(=O)C=1C=NN(C1)C N-[4-(2-cyclobutylphenyl)-5-ethyl-6-(4-piperazin-1-ylphenoxy)pyrimidin-2-yl]-1-methyl-pyrazole-4-sulfonamide